7-bromo-5-chloro-1-ethyl-3-nitro-1H-pyrazolo[4,3-b]pyridine BrC1=C2C(=NC(=C1)Cl)C(=NN2CC)[N+](=O)[O-]